S1N=C(C=C1)C=1C=2N(C=C(C1)C(=O)OCC)C=C(N2)C ethyl 8-(isothiazol-3-yl)-2-methylimidazo[1,2-a]pyridine-6-carboxylate